benzo[b]thiophen-3-amine S1C2=C(C(=C1)N)C=CC=C2